(2S,4R)-1-(2-(3-acetyl-5-(pyridazin-4-yl)-1H-indol-1-yl)acetyl)-4-fluoro-N-(5-methyl-2-(trifluoromethyl)-[1,2,4]triazolo[1,5-a]pyrimidin-7-yl)pyrrolidine-2-carboxamide C(C)(=O)C1=CN(C2=CC=C(C=C12)C1=CN=NC=C1)CC(=O)N1[C@@H](C[C@H](C1)F)C(=O)NC1=CC(=NC=2N1N=C(N2)C(F)(F)F)C